4-((3-(4-(Cyanomethoxy)-2,3-difluorophenyl)imidazo[1,2-a]pyrazin-8-yl)amino)-2-methylbenzoic acid C(#N)COC1=C(C(=C(C=C1)C1=CN=C2N1C=CN=C2NC2=CC(=C(C(=O)O)C=C2)C)F)F